COC1=C(C=CC=C1)[C@H](CN1C(N(C(C2=C1SC(=C2C)C=2OC=CN2)=O)C=2C=C(C(=O)O)C=CC2)=O)OC2CCOCC2 (R)-3-(1-(2-(2-methoxyphenyl)-2-((tetrahydro-2H-pyran-4-yl)oxy)ethyl)-5-methyl-6-(oxazole-2-yl)-2,4-dioxo-1,2-dihydrothieno[2,3-d]pyrimidin-3(4H)-yl)benzoic acid